ClC1=C(C=CC(=C1C)F)C=1C=C2C(=NN(C2=CC1)C(C1=CC=CC=C1)(C1=CC=CC=C1)C1=CC=CC=C1)NC(=O)C1CCN(CC1)C N-[5-(2-chloro-4-fluoro-3-methylphenyl)-1-trityl-1H-indazol-3-yl]-1-methylpiperidine-4-carboxamide